C=C1CCCCC1 4endo-methylene-cyclohexane